5-{2-amino-[1,2,4]triazolo[1,5-a]pyridin-7-yl}-N-{[2-(cyclopentylmethoxy)pyridin-3-yl]methyl}-2,6-dimethylpyridine-3-carboxamide NC1=NN2C(C=C(C=C2)C=2C=C(C(=NC2C)C)C(=O)NCC=2C(=NC=CC2)OCC2CCCC2)=N1